NCCCC(O)C1=CC2=NC(=CC(=C2O1)N1CCOCC1)N1N=C(C=C1)C=1C=C(C=CC1)C 4-amino-1-(7-morpholino-5-(3-(m-tolyl)-1H-pyrazol-1-yl)furo[3,2-b]pyridin-2-yl)butan-1-ol